Methyl (Z)-1-(4-amino-2-fluorobut-2-en-1-yl)-4-(3-(N,N-diethylsulfamoyl)phenyl)-1H-benzo[d]imidazole-6-carboxylate NC\C=C(\CN1C=NC2=C1C=C(C=C2C2=CC(=CC=C2)S(N(CC)CC)(=O)=O)C(=O)OC)/F